2-chloro-3-(pyrimidine-4-yl)aniline ClC1=C(N)C=CC=C1C1=NC=NC=C1